NC1=CC=C(C=C1)C=C(C(=O)O)OC 3-(4-Aminophenyl)-2-methoxypropenoic acid